(7S)-2-chloro-7-ethyl-5,8-dimethyl-7,8-dihydropteridin-6(5H)-one ClC1=NC=2N([C@H](C(N(C2C=N1)C)=O)CC)C